2-(((5-iodo-1-methyl-1H-1,2,5-triazol-3-yl)methoxy)methyl)-6-(trifluoromethyl)nicotinic acid methyl ester COC(C1=C(N=C(C=C1)C(F)(F)F)COCC=1NN(N(C1)I)C)=O